The molecule is the conjugate base of 3-[(5S,6R)-5,6-dihydroxycyclohexa-1,3-dienyl]acrylic acid; major species at pH 7.3. It is a conjugate base of a 3-[(5S,6R)-5,6-dihydroxycyclohexa-1,3-dienyl]acrylic acid. C1=C[C@@H]([C@@H](C(=C1)/C=C/C(=O)[O-])O)O